C1(=CC=C(C=C1)ON1N=NC(=C1)C(=O)O)C (p-tolyloxy)-1H-1,2,3-triazole-4-carboxylic acid